3-(((3S,4S)-4-(4-cyano-3-fluorophenoxy)-3-hydroxy-3-(hydroxymethyl)pyrrolidin-1-yl)sulfonyl)picolinonitrile C(#N)C1=C(C=C(O[C@@H]2[C@](CN(C2)S(=O)(=O)C=2C(=NC=CC2)C#N)(CO)O)C=C1)F